methyl 3-chloro-4-(2-chloroethoxy)-5-cyano-benzoate ClC=1C=C(C(=O)OC)C=C(C1OCCCl)C#N